C(C)(C)N1N=C(C(=C1)C)CS(=O)(=O)C1=CC=CC=C1 1-isopropyl-4-methyl-3-((phenylsulfonyl)methyl)-1H-pyrazole